C(C)(C)(C)OC[C@@H](C(=O)OC)OS(=O)(=O)C(F)(F)F methyl (2S)-3-tert-butoxy-2-[(trifluoromethane-sulfonyl)oxy]propanoate